OC[C@H]1N(C[C@@H](C1)OC1=CC=C(C=C1)C(F)(F)F)C(=O)OC(C)(C)C tert-Butyl (2S,4R)-2-(hydroxymethyl)-4-(4-(trifluoromethyl)phenoxy)pyrrolidine-1-carboxylate